N1C=NC2=C1C=C(C=C2)CN(C=2OC=C(N2)COCCN2CCOCC2)CC2=CC(=CC=C2)OC N-((1H-benzo[d]imidazol-6-yl)methyl)-N-(3-methoxybenzyl)-4-((2-morpholinoethoxy)methyl)oxazol-2-amine